5-(benzyloxy)-6-(methoxycarbonyl)-4-oxo-4H-pyran C(C1=CC=CC=C1)OC=1C(C=COC1C(=O)OC)=O